4-((3-(piperidine-1-carbonyl)pyrazolo[1,5-a]pyridin-7-yl)amino)benzonitrile N1(CCCCC1)C(=O)C=1C=NN2C1C=CC=C2NC2=CC=C(C#N)C=C2